CN(C1=NN(N=C1)CC(=O)N1[C@@H](C[C@H](C1)F)C(=O)N[C@@H](C1=CC=CC=C1)C1=NC(=C(C=C1)C(C)C)F)C (2S,4R)-1-{2-[4-(dimethylamino)-2H-1,2,3-triazol-2-yl]acetyl}-4-fluoro-N-[(S)-[6-fluoro-5-(propan-2-yl)pyridin-2-yl](phenyl)methyl]pyrrolidine-2-carboxamide